1'-((3-ethyl-2-oxo-4-thioxo-1,2,3,4-tetrahydroquinazolin-7-yl)methyl)-N,2-dimethyl-1',2',3',6'-tetrahydro-[3,4'-bipyridine]-6-carboxamide C(C)N1C(NC2=CC(=CC=C2C1=S)CN1CCC(=CC1)C=1C(=NC(=CC1)C(=O)NC)C)=O